2-[(2-hydroxyethyl)(methyl)amino]cyclohexa-2,5-diene-1,4-dione OCCN(C=1C(C=CC(C1)=O)=O)C